Cl.CN(C)CC(C(=O)O)=C 2-((dimethylamino)methyl)acrylic acid hydrochloride